ethyl-3-(3-((4-methoxybenzyl)oxy)propyl)docosa-13,16-dienoate C(C)OC(CC(CCCCCCCCCC=CCC=CCCCCC)CCCOCC1=CC=C(C=C1)OC)=O